tert-Butyl (3aS,6aS)-2-[4-(trifluoromethoxy)phenyl]-1,3,3a,4,6,6a-hexahydropyrrolo[3,4-c]pyrrole-5-carboxylate FC(OC1=CC=C(C=C1)N1C[C@H]2CN(C[C@@H]2C1)C(=O)OC(C)(C)C)(F)F